3-(4,6-bis(((R)-1,1,1-trifluoroprop-2-yl)amino)-1,3,5-triazin-2-yl)propynonitrile FC([C@@H](C)NC1=NC(=NC(=N1)N[C@@H](C(F)(F)F)C)C#CC#N)(F)F